[Cl-].C1(=CC=CC=C1)[As+](C1=CC=CC=C1)(C1=CC=CC=C1)C1=CC=CC=C1 tetra-phenyl-arsonium chloride